(l)-3-(2-(4-methoxybenzyl)-1,2,3,4-tetrahydroisoquinolin-5-yl)-3-(4-methoxyphenyl)phenylpropionic acid ethyl ester C(C)OC(C(C)C=1CC(C=CC1)(C1=CC=C(C=C1)OC)C1=C2CCN(CC2=CC=C1)CC1=CC=C(C=C1)OC)=O